4-[[3-[4-[2-[4-[[1-[5-(3-ethylphenyl)-3-methyl-pyridine-2-carbonyl]-4-piperidyl]methyl]piperazin-1-yl]acetyl]piperazine-1-carbonyl]-4-fluoro-phenyl]methyl]-2H-phthalazin-1-one C(C)C=1C=C(C=CC1)C=1C=C(C(=NC1)C(=O)N1CCC(CC1)CN1CCN(CC1)CC(=O)N1CCN(CC1)C(=O)C=1C=C(C=CC1F)CC1=NNC(C2=CC=CC=C12)=O)C